(E)-N'-(3,5-dimethylbenzylidene)-6-(4-methoxyphenyl)pyrazine-2-carbohydrazide CC=1C=C(\C=N\NC(=O)C2=NC(=CN=C2)C2=CC=C(C=C2)OC)C=C(C1)C